3-{[(2R)-2,3-Dihydroxypropoxylimino]azetidin-1-yl}-6-fluoro-4-oxo-1-(1,3-thiazol-2-yl)-1,4-dihydro-1,8-naphthyridine-3-carboxylic acid O[C@@H](CON=C1N(CC1)C1(CN(C2=NC=C(C=C2C1=O)F)C=1SC=CN1)C(=O)O)CO